O=C1NC(CCC1N1C(C2=CC=C(C=C2C1=O)N1C2CN(C(C1)C2)CC2CCN(CC2)C2=CC=C(C=C2)C(=C(CC)C2=CC=CC=C2)C2=CC=C(C=C2)O)=O)=O 2-(2,6-dioxopiperidin-3-yl)-5-(5-((1-(4-(1-(4-hydroxyphenyl)-2-phenylbut-1-en-1-yl)phenyl)piperidin-4-yl)methyl)-2,5-diazabicyclo[2.2.1]heptan-2-yl)isoindoline-1,3-dione